FC1(CCC=2C=CC=C(C2C1)B1OC(C(O1)(C)C)(C)C)F 2-(7,7-difluoro-5,6,7,8-tetrahydronaphthalen-1-yl)-4,4,5,5-tetramethyl-1,3,2-dioxaborolane